2-{4-[1-sec-butyl-7-((R)-1-quinolin-3-yl-ethylamino)-1H-pyrazolo[4,3-d]pyrimidin-5-yl]-pyrazol-1-yl}-ethanol C(C)(CC)N1N=CC=2N=C(N=C(C21)N[C@H](C)C=2C=NC1=CC=CC=C1C2)C=2C=NN(C2)CCO